[Br-].C(C1=CC=CC=C1)OCC1C(C(C1)=C(C[P+](C1=CC=CC=C1)(C1=CC=CC=C1)C1=CC=CC=C1)C)(C)C 2-(3-benzyloxymethyl-2,2-dimethylcyclobutylidene)propyl-(triphenyl)phosphonium bromide